2-(4-(4-(2-(5-amino-8-(furan-2-yl)-2-oxothiazolo[5,4-e][1,2,4]triazolo[1,5-c]pyrimidin-3(2H)-yl)ethyl)piperazin-1-yl)-3-fluorophenoxy)propanoic acid NC1=NC2=C(C=3N1N=C(N3)C=3OC=CC3)SC(N2CCN2CCN(CC2)C2=C(C=C(OC(C(=O)O)C)C=C2)F)=O